BrCC=1C=C2C=CC=NC2=C(C1)C(F)(F)F 6-(bromomethyl)-8-(Trifluoromethyl)quinoline